C(C)(C)C1=C(C=C(C=C1)C)OC(N(CC)CC)=O N,N-diethylcarbamic acid 2-isopropyl-5-methylphenyl ester